CC([C@@H](C(=O)OC)CNC)C methyl (R)-3-methyl-2-((methylamino)methyl)butanoate